(4-((6-amino-2-ethoxy-8-methoxy-9H-purin-9-yl)methyl)-3-methoxyphenyl)-methanol NC1=C2N=C(N(C2=NC(=N1)OCC)CC1=C(C=C(C=C1)CO)OC)OC